(3-{[6-(5-chloro-2-fluorophenyl)-4-[(2-cyclopropaneamido-pyridin-4-yl)amino]pyridazin-3-yl]oxy}propyl)trimethyl-azanium chloride [Cl-].ClC=1C=CC(=C(C1)C1=CC(=C(N=N1)OCCC[N+](C)(C)C)NC1=CC(=NC=C1)NC(=O)C1CC1)F